tert-butyl 5-cyclopropylspiro[isoindoline-1,3'-oxetane]-2-carboxylate C1(CC1)C=1C=C2CN(C3(COC3)C2=CC1)C(=O)OC(C)(C)C